Tert-butyl 1-(5-(2,6-dioxopiperidin-3-yl)-6-methylpyridin-2-yl)piperidine-4-carboxylate O=C1NC(CCC1C=1C=CC(=NC1C)N1CCC(CC1)C(=O)OC(C)(C)C)=O